Cl.N[C@H](C(=O)OCC1=CC(=NC(=C1)Cl)Cl)CCC1CCCC1 (2,6-Dichloropyridin-4-yl)methyl (S)-2-amino-4-cyclopentylbutanoate hydrochloride